2-Propan-2-ylbenzene-1,3,5-triol CC(C)C1=C(C=C(C=C1O)O)O